C(C1=CC=CC=C1)OC(=O)N[C@@H]1CN(CCC[C@@]1(C)O)C(=O)OCC1=CC=CC=C1 benzyl (3r,4r)-3-(((benzyloxy) carbonyl) amino)-4-hydroxy-4-methylazepan-1-carboxylate